C1(=CC=CC=C1)S(=O)(=O)NC(=O)C=1C(=NC(=CC1)N1N=C(C=C1)OCCC1(CC1)C(F)(F)F)N1C(CC(C1)CO[Si](C)(C)C(C)(C)C)(C)C N-(Benzenesulfonyl)-2-[4-[[tert-butyl(dimethyl)silyl]oxymethyl]-2,2-dimethyl-pyrrolidin-1-yl]-6-[3-[2-[1-(trifluoromethyl)cyclopropyl]ethoxyl]pyrazol-1-yl]pyridine-3-carboxamide